OC1(CC2(C1)CN(CCC2)C(=O)OC(C)(C)C)C(NCC(C=C)O)=O tert-Butyl 2-hydroxy-2-((2-hydroxybut-3-en-1-yl)carbamoyl)-6-azaspiro[3.5]nonane-6-carboxylate